C1=NN=CC=2C(CCCC12)=O 7,8-dihydrophthalazin-5(6H)-one